[Si](C)(C)(C(C)(C)C)OC1CN(CC1)CC=1N(C(=CN1)C1=CC=C(OC2=C(C=O)C=CC(=C2)Cl)C=C1)C 2-(4-(2-((3-((tert-butyldimethylsilyl)oxy)pyrrolidin-1-yl)methyl)-1-methyl-1H-imidazol-5-yl)phenoxy)-4-chlorobenzaldehyde